FC(C/C(=C(\C=1C=C2C(=NN(C2=CC1)C1OCCCC1)F)/C=1C=CC(=NC1)N[C@H]1CN(CCC1)C(=O)[O-])/C1=CC=CC=C1)(F)F (3R)-3-((5-((Z)-4,4,4-trifluoro-1-(3-fluoro-1-(tetrahydro-2H-pyran-2-yl)-1H-indazol-5-yl)-2-phenylbut-1-en-1-yl)pyridin-2-yl)amino)piperidine-1-carboxylate